5-((S)-pyrrolidin-3-yl)-1,2,4-oxadiazole N1C[C@H](CC1)C1=NC=NO1